COC=1C=C(C=CC1)S(=O)(=NC1=CC=C(C=C1)CC1=NOC(=N1)C(F)(F)F)C (3-methoxyphenyl)(methyl)((4-((5-(trifluoromethyl)-1,2,4-oxadiazol-3-yl)methyl)phenyl)imino)-λ6-sulfanone